The molecule is a very long-chain polyunsaturated fatty acid that is tetracosanoic acid having six double bonds located at positions 6, 9, 12, 15, 18 and 21 (the (6Z,9Z,12Z,15Z,18Z,21Z-isomer). It is an omega-3 fatty acid and a tetracosahexaenoic acid. It is a conjugate acid of a (6Z,9Z,12Z,15Z,18Z,21Z)-tetracosahexaenoate. CC/C=C\\C/C=C\\C/C=C\\C/C=C\\C/C=C\\C/C=C\\CCCCC(=O)O